N-(3-(5-chloro-2-methoxyphenyl)-1-((5-oxopyrrolidin-2-yl)methyl)-1H-pyrazol-4-yl)pyrazolo[1,5-a]pyrimidine-3-carboxamide ClC=1C=CC(=C(C1)C1=NN(C=C1NC(=O)C=1C=NN2C1N=CC=C2)CC2NC(CC2)=O)OC